FC(C(=O)O)(F)F.N1(CCNCC1)C=1C=CC=2N(C1)C(=CN2)N2C(NC(CC2)=O)=O 1-(6-(Piperazin-1-yl)imidazo[1,2-a]pyridin-3-yl)dihydropyrimidine-2,4(1H,3H)-dione trifluoroacetate